N-(pyridin-2-yl)-2-(pyridin-4-yl)imidazo[1,2-a]pyrazin-3-amine N1=C(C=CC=C1)NC1=C(N=C2N1C=CN=C2)C2=CC=NC=C2